diethyl-hexyl sulfosuccinate S(=O)(=O)(O)C(C(=O)OC(CCCCC)(CC)CC)CC(=O)[O-]